FC=1C(=CC(=NC1)OC)[C@H](C(=O)N1C[C@H](CC1)NC1=NC(=C(C=C1)C1=NN2C(C=CC=C2)=N1)C)C (2R)-2-(5-fluoro-2-methoxypyridin-4-yl)-1-[(3S)-3-{[6-methyl-5-([1,2,4]triazolo[1,5-a]pyridin-2-yl)pyridin-2-yl]amino}pyrrolidin-1-yl]propan-1-one